BrC1(C(N(C=2N=C(N=CC21)C=2C(=NC=CC2)C(C)C)CC2=CC=C(C=C2)C=2N(C=C(N2)C(F)(F)F)C2COC2)=O)Br dibromo-7-([4-[1-(oxetan-3-yl)-4-(trifluoromethyl)-1H-imidazol-2-yl]phenyl]methyl)-2-[2-(propan-2-yl)pyridin-3-yl]-5H,6H,7H-pyrrolo[2,3-d]pyrimidin-6-one